NC1=NC=C(C2=C1C(=NN2C(C)C)C2=CC(=C(C=C2)NS(=O)(=O)C=2C=CC(=C(C)C2)F)F)C2=CCC(CC2)NC2COC2 N-(4-(4-amino-1-isopropyl-7-(4-(oxetan-3-ylamino)cyclohex-1-en-1-yl)-1H-pyrazolo[4,3-c]pyridin-3-yl)-2-fluorophenyl)-2-fluoro-5-toluenesulfonamide